2-(trifluoromethoxy)ethane-1-amine FC(OCCN)(F)F